3-Methylpyrrolidine-1-carboxylic acid tert-butyl ester C(C)(C)(C)OC(=O)N1CC(CC1)C